4-Quinolone N1=CCC(C2=CC=CC=C12)=O